CN1C=NC2=C1C=CC(=C2)NC2=CC=C(C=C2)N2CCC(CC2)C(F)(F)F 1-methyl-N-(4-(4-(trifluoromethyl)piperidin-1-yl)phenyl)-1H-benzo[d]imidazol-5-amine